(R)-2-(pyrimidin-5-yl)-6-(4-(2-(((R)-tetrahydrofuran-3-yl)oxy)phenyl)piperidin-1-yl)-2-azaspiro[3.4]octane N1=CN=CC(=C1)N1CC2(C1)C[C@@H](CC2)N2CCC(CC2)C2=C(C=CC=C2)O[C@H]2COCC2